5,6,7,8-tetrahydro-4H-thieno[3,4-c]azepine C=1SC=C2CNCCCC21